BrC1=CN2C(S1)=C(C=N2)C(=O)NC=2C(=NC=C(C2)NC(CN2CC(C2)(C)C)=O)C 2-bromo-N-(5-(2-(3,3-dimethyl-azetidin-1-yl)acetamido)-2-methylpyridin-3-yl)pyrazolo[5,1-b]thiazole-7-carboxamide